C[C@@H]1CN(C[C@@H](N1)C)C=1C=CC=2N(C(C=C(N2)C=2C=C3C(=NC2)N(C=C3)C)=O)C1 7-[(3R,5S)-3,5-dimethylpiperazin-1-yl]-2-(1-methyl-1H-pyrrolo[2,3-b]pyridin-5-yl)-4H-pyrido[1,2-a]pyrimidin-4-one